5-methoxy-2,3-dihydrobenzo[d]isothiazole-3-carboxylic acid methyl ester 1,1-dioxide COC(=O)C1NS(C2=C1C=C(C=C2)OC)(=O)=O